OC1=CC=C(C(C)(C)C2=CC(=CC=C2)C(C)(C)C2=CC=C(C=C2)O)C=C1 1,3-bis(4-hydroxy-cumyl)benzene